C(=O)(O)C=1OC(=CC1)C=O 2-carboxy-5-(formyl)furan